FC1=C(C=CC=C1)C=1N(C2=C(C=NC(=C2)O[C@@H]2COCC2)N1)[C@H]1C[C@H](CCC1)NC(OC(C)(C)C)=O tert-butyl ((1S,3R)-3-(2-(2-fluorophenyl)-6-(((S)-tetrahydrofuran-3-yl)oxy)-1H-imidazo[4,5-c]pyridin-1-yl)cyclohexyl)carbamate